[N+](=O)(O)[O-].[N+](=O)(O)[O-].NCCSSCCN cystamine dinitrate